4-propylcyclohex-2-en-1-one C(CC)C1C=CC(CC1)=O